(3S)-3-{[5-(2,6-dimethoxyphenyl)-1-(2-methylpropyl)-1H-pyrazol-3-yl]formamido}-5-methyl-N-[(methylcarbamoyl)methyl]hexanamide COC1=C(C(=CC=C1)OC)C1=CC(=NN1CC(C)C)C(=O)N[C@H](CC(=O)NCC(NC)=O)CC(C)C